FC1=CC=C(C=C1)C1SCC(N1C1=C(C=C(C(=O)OCCOCCOCC2=NC=CC=C2)C=C1)C)=O 2-[2-(Pyridin-2-ylmethoxy)ethoxy]ethyl 4-[2-(4-fluorophenyl)-4-oxo-1,3-thiazolidin-3-yl]-3-methylbenzoate